C(CCCCC(=O)OCC1CC2C(CC1)O2)(=O)OCC2CC1C(CC2)O1 Bis(3,4-epoxy-cyclohexylmethyl) adipate